[N+](=O)(OCC(C1CCNCC1)O[N+](=O)[O-])[O-] piperidin-4-ylethane-1,2-diyl dinitrate